(R,E)-2-cyano-N-(1-(3,4-dimethoxyphenyl)ethyl)-3-(5-(4-fluoro-3-(methylsulfonyl)phenyl)-4-methyl-1H-pyrrolo[2,3-b]pyridin-3-yl)acrylamide C(#N)/C(/C(=O)N[C@H](C)C1=CC(=C(C=C1)OC)OC)=C\C1=CNC2=NC=C(C(=C21)C)C2=CC(=C(C=C2)F)S(=O)(=O)C